F[C@@H]1C[C@@]2(CCCN2C1)C(=O)O (2R,7aS)-2-fluoro-hexahydropyrrolizine-7a-carboxylic acid